3-(4-iodophenyl)-N-methoxy-N-methyl-propionamide IC1=CC=C(C=C1)CCC(=O)N(C)OC